(1R,2S)-2-[1-(tert-Butoxycarbonyl)-3-[(6-cyclopropyl-3-methoxypyrazin-2-yl)amino]indazol-6-yl]-5'-methoxy-2'-oxospiro[cyclopropane-1,3'-indole]-1'-carboxylic acid tert-butyl ester C(C)(C)(C)OC(=O)N1C([C@@]2(C3=CC(=CC=C13)OC)[C@@H](C2)C2=CC=C1C(=NN(C1=C2)C(=O)OC(C)(C)C)NC2=NC(=CN=C2OC)C2CC2)=O